C1(=CC=C(C=2C(=CC=C(C12)C(=O)O)C(=O)O)C(=O)O)C(O)=N naphthalene-1,4,5,8-tetracarboxylic acid-imide